C(#N)C=1C=C2C(=NC1)N(N=C2)C2=NC=C(C(=O)NC1CCC(CC1)CC=O)C(=C2)N[C@H](C)C#N 6-(5-cyano-1H-pyrazolo[3,4-b]pyridin-1-yl)-4-(((R)-1-cyanoethyl)amino)-N-((1r,4R)-4-(2-oxoethyl)cyclohexyl)nicotinamide